NCCN1C(=O)NC(=O)C(C)=C1 1-[2-(amino)ethyl]-thymine